2-butyl-5-{[4-(6-fluoro-2-methylpyridin-3-yl)phenyl]methyl}-1-[(1S)-1-(3-fluorophenyl)propyl]-6-hydroxy-1,4-dihydropyrimidin-4-one C(CCC)C=1N(C(=C(C(N1)=O)CC1=CC=C(C=C1)C=1C(=NC(=CC1)F)C)O)[C@@H](CC)C1=CC(=CC=C1)F